4-Methylpentan-2-ol CC(CC(C)O)C